N-[2-(2,6-dioxo-1-{[2-(trimethylsilyl)ethoxy]methyl}piperidin-3-yl)-1-oxo-3H-isoindol-5-yl]-1H-pyrrolo[2,3-b]pyridine-6-carboxamide O=C1N(C(CCC1N1C(C2=CC=C(C=C2C1)NC(=O)C1=CC=C2C(=N1)NC=C2)=O)=O)COCC[Si](C)(C)C